(4-(((4-fluoro-1-methylpiperidin-4-yl)methyl)amino)-3-nitrophenyl-sulfonyl)benzamide FC1(CCN(CC1)C)CNC1=C(C=C(C=C1)S(=O)(=O)C1=C(C(=O)N)C=CC=C1)[N+](=O)[O-]